BrC1=C(N(C=C1)S(=O)(=O)C1=CC=C(C)C=C1)CC=O 2-(3-Bromo-1-p-toluenesulfonyl-1H-pyrrol-2-yl)acetaldehyde